4-((3-isopropyl-5-(tetrahydro-2H-pyran-4-yl)pyrazolo[1,5-a]pyrimidin-7-yl)amino)piperidine-1-carboxylic acid (3-fluoroazetidin-3-yl)methyl ester FC1(CNC1)COC(=O)N1CCC(CC1)NC1=CC(=NC=2N1N=CC2C(C)C)C2CCOCC2